C(C)(C)(C)OC(CCC=O)=O.C(#N)N1CC=2N=C(N=C(C2C1)C1=C(C(=O)N)C=CC=C1)NCC 2-(6-cyano-2-(ethylamino)-6,7-dihydro-5H-pyrrolo[3,4-d]pyrimidin-4-yl)benzamide tert-butyl-(4-oxo-butyrate)